CC1=C(C=CC=C1C(F)(F)F)C(C)N (1-(2-methyl-3-(trifluoromethyl)phenyl)ethyl)ammonia